C(C(C)C)(=O)OCCC=CCC (e)- and (Z)-3-hexenyl isobutyrate